[N+](=O)([O-])C1=CC=C(C=C1)S(=O)(=O)N(CCOCCOCCOCCOCC(=O)O)C1CCOCC1 2-[2-[2-[2-[2-[(4-nitrophenyl)sulfonyl-tetrahydropyran-4-yl-amino]ethoxy]ethoxy]ethoxy]ethoxy]acetic acid